ClC=1C=C2C(=CC1Cl)NC([C@]21CN(CC1)C([C@H](CC)O)=O)=O (S)-5,6-dichloro-1'-((S)-2-hydroxybutanoyl)spiro[indoline-3,3'-pyrrolidin]-2-one